Cl.NCC1=CC=CC(N1)=O 6-(aminomethyl)pyridin-2(1H)-one HCl